2-(2-fluoro-4-(4-isobutoxy-6-((4-methoxybenzyl)oxy)pyridine-3-yl)phenyl)acetic acid FC1=C(C=CC(=C1)C=1C=NC(=CC1OCC(C)C)OCC1=CC=C(C=C1)OC)CC(=O)O